6-fluoro-1-(2-hydroxy-2-methylpropyl)-1H-indazole FC1=CC=C2C=NN(C2=C1)CC(C)(C)O